CC=1C=CC(=C(C1)O)C1=NN=C(C2=CC(=CC=C12)S(=O)(=O)C)N[C@H]1CN(CCC1)C (R)-5-methyl-2-(4-((1-methylpiperidin-3-yl)amino)-6-(methylsulfonyl)phthalazin-1-yl)phenol